2-Chloro-4-((3R)-8-(4-(4-((4-(3-((2,6-dioxo-piperidin-3-yl)amino)-phenyl)piperidin-1-yl)-methyl)piperidine-1-carbonyl)phenyl)-3-methyl-2,8-diazaspiro[4.5]decan-2-yl)benzonitrile ClC1=C(C#N)C=CC(=C1)N1CC2(C[C@H]1C)CCN(CC2)C2=CC=C(C=C2)C(=O)N2CCC(CC2)CN2CCC(CC2)C2=CC(=CC=C2)NC2C(NC(CC2)=O)=O